8-ethynyl-2-fluoro-3-hydroxynaphthalene C(#C)C=1C=CC=C2C=C(C(=CC12)F)O